C(C1=CC=CC=C1)N[C@H]1CN(C[C@H]1F)C(=O)OC(C)(C)C (3S,4R)-tert-butyl 3-(benzylamino)-4-fluoropyrrolidine-1-carboxylate